COCO[C@H]1[C@@H](C[C@@H](C1)N(S(=O)(=O)C1=C(C=CC=C1)[N+](=O)[O-])C)NC(OC(C)(C)C)=O tert-butyl {(1R,2R,4S)-2-(methoxymethoxy)-4-[methyl(2-nitrobenzene-1-sulfonyl)amino]cyclopentyl}carbamate